N-((5-chloro-6-(furan-2-ylmethoxy)-1H-indol-2-yl)methyl)-1-methylcyclopropane-1-carboxamide ClC=1C=C2C=C(NC2=CC1OCC=1OC=CC1)CNC(=O)C1(CC1)C